C(C)C1=C(NOC=C1)C(=O)N ethyl-oxazineamide